(6S,9R)-6,7,8,9-tetrahydro-5H-6,9-epiminocyclohepta[c]pyridine C1=NC=CC2=C1[C@H]1CC[C@@H](C2)N1